(R)-4-((1-propenylpiperidin-3-yl)amino)-1H-pyrrolo[2,3-b]pyridine-5-carboxylic acid ethyl ester C(C)OC(=O)C=1C(=C2C(=NC1)NC=C2)N[C@H]2CN(CCC2)C=CC